ClC=1C(=CC2=C(N(C=N2)C2CC2)C1)C#CC1=NN(C(=C1C(=O)N)NC)C1CN(C1)C(C=C)=O 3-[2-(6-chloro-1-cyclopropyl-1,3-benzodiazol-5-yl)ethynyl]-5-(methylamino)-1-[1-(prop-2-enoyl)azetidin-3-yl]pyrazole-4-carboxamide